7-Cyano-4-(isopropylamino)-5H-pyrrolo[3,2-b:4,5-b']dipyridine-3-carboxylic acid C(#N)C=1C=C2C(=NC1)C1=NC=C(C(=C1N2)NC(C)C)C(=O)O